C(C)(C)(C)C1=C(C(=CC(=C1)OCC)C(C)(C)C)O 2,6-di-t-butyl-4-ethoxyphenol